1,1,3,3-tetraiodo-2-iso-propyldisilazane I[SiH](N([SiH](I)I)C(C)C)I